ClC=1C(=CC2=C(N(C(=N2)C2=CC=C3C=NNC3=C2)CCC(=O)O)C1)C(NC)=O 3-(6-chloro-2-(1H-indazol-6-yl)-5-(methylcarbamoyl)-1H-benzo[d]imidazol-1-yl)propionic acid